N-(4-(5-acetyl-2-(4-fluorophenyl)-4,5,6,7-tetrahydropyrazolo[1,5-a]pyrazin-3-yl)pyridin-2-yl)-2-(thiazol-4-yl)acetamide C(C)(=O)N1CC=2N(CC1)N=C(C2C2=CC(=NC=C2)NC(CC=2N=CSC2)=O)C2=CC=C(C=C2)F